BrC1=CN=C(C(=N1)NS(=O)(=O)C1CC1)Cl N-(6-Bromo-3-chloropyrazin-2-yl)cyclopropanesulfonamide